3,4-bis(dicyclohexylphosphino)-2-(4-methoxyphenyl)thiophene N-ethyl-N-phenyl-dithio-carbamate C(C)N(C(S)=S)C1=CC=CC=C1.C1(CCCCC1)P(C1=C(SC=C1P(C1CCCCC1)C1CCCCC1)C1=CC=C(C=C1)OC)C1CCCCC1